1-(3-(4-chloro-3-cyclopropyl-1H-pyrrolo[2,3-b]pyridin-5-yl)phenyl)-4-((2-methoxyethyl)sulfonyl)piperazin-2-one ClC1=C2C(=NC=C1C=1C=C(C=CC1)N1C(CN(CC1)S(=O)(=O)CCOC)=O)NC=C2C2CC2